CCCCCCCCCCCCCC(=O)O[C@H](CCCCCCCCCCC)CC(=O)O[C@@H]1[C@H]([C@@H](O[C@@H]([C@H]1OP(=O)(O)OP(=O)(O)O)CO[C@@]2(C[C@H]([C@H]([C@H](O2)[C@@H](CO)O)O[C@@H]3[C@H]([C@H]([C@@H]([C@H](O3)[C@H](CO)O)O[C@H]4[C@@H]([C@H]([C@@H]([C@H](O4)CO)O)O)O)O[C@@H]5[C@H]([C@H]([C@@H]([C@H](O5)[C@H](CO)O)O)OP(=O)(O)OCCN)O[C@@H]6[C@@H]([C@H]([C@@H]([C@H](O6)CO)O)O)NC(=O)C)O)O)C(=O)O)OC[C@@H]7[C@H]([C@@H]([C@H]([C@H](O7)OP(=O)(O)OP(=O)(O)OCCN)NC(=O)C[C@@H](CCCCCCCCCCC)O)OC(=O)C[C@@H](CCCCCCCCCCC)O)O)NC(=O)C[C@@H](CCCCCCCCCCC)OC(=O)CCCCCCCCCCC The molecule is a lipid A derivative that consists of a branched pentasaccharide phosphate made up from a D-glucose residue, an N-acetyl-D-glucosamine residue, two L-glycero-D-manno-heptose residues (one of which is phosphoethanolamine-substituted on O-3), with linkages as shown and with a 3-deoxy-D-manno-oct-2-ulosonic acid (2-keto-3-deoxy-D-mannooctanoic acid, Kdo) residue at the reducing end connected via an alpha(2->6) linkage to a de-O-acylated lipid A. Corresponds to the de-O-acylated lipid A conjugate of the galE mutant of the core oligosaccharide of Neisseria meningitidis. It is a member of lipid As and a dodecanoate ester.